2-(1H-indol-3-yl)malonyl chloride N1C=C(C2=CC=CC=C12)C(C(=O)Cl)C(=O)Cl